O1CCN(CC1)C=1C=C(C=CC1)[C@H](CC(=O)O)C=1SC=C(N1)CCCCC1=NC=2NCCCC2C=C1 (S)-3-(3-morpholinophenyl)-3-(4-(4-(5,6,7,8-tetrahydro-1,8-naphthyridin-2-yl)butyl)thiazol-2-yl)propanoic acid